(1R)-1-[3-(2-cyclopropyl-4-pyridinyl)-1,2,4-oxadiazol-5-yl]propan-1-amine hydrochloride Cl.C1(CC1)C1=NC=CC(=C1)C1=NOC(=N1)[C@@H](CC)N